C(#N)CC1=NNC=C1C(=O)N[C@@H]1CCC=2N(C=NC21)C 3-(cyanomethyl)-N-[(4R)-1-methyl-1H,4H,5H,6H-cyclopenta[d]Imidazol-4-yl]-1H-pyrazole-4-carboxamide